C(C)C(C(C#C)O)CCCC 4-ethyl-1-octyn-3-ol